5-(benzhydrylamino)-4-fluoro-2-nitro-benzaldehyde C(C1=CC=CC=C1)(C1=CC=CC=C1)NC=1C(=CC(=C(C=O)C1)[N+](=O)[O-])F